C(C)(C)(C)C1=NC(=NC(=C1)Cl)C(=O)Cl 4-(tert-butyl)-6-chloropyrimidine-2-carbonyl chloride